4-(2-((6-(pyridazin-4-yl)-1H-benzo[d][1,2,3]triazol-4-yl)oxy)ethoxy)-N-((5-(trifluoromethyl)-1H-indol-2-yl)methyl)butan-1-amine N1=NC=C(C=C1)C=1C=C(C2=C(NN=N2)C1)OCCOCCCCNCC=1NC2=CC=C(C=C2C1)C(F)(F)F